ClC1=NC=C(C(=O)NOC)C(=C1)NC1=C(C=C(C=C1)F)NS(=O)(=O)CC 6-chloro-4-((4-fluoro-2-(N-methylmethanesulfonylamino)phenyl)amino)-N-methoxynicotinamide